C1(CC1)C/C(=N/O)/N (Z)-2-cyclopropyl-N'-hydroxyacetamidine